N-(2-methoxy-4-(1-phenylcyclopentane-1-carboxamido)phenyl)-5-chloropyridine-3-carboxamide COC1=C(C=CC(=C1)NC(=O)C1(CCCC1)C1=CC=CC=C1)NC(=O)C=1C=NC=C(C1)Cl